(S)-(-)-4-cyano-3-hydroxybutyric acid ethyl ester C(C)OC(C[C@H](CC#N)O)=O